BrC=1C(=C(SC1)C(C)N(CCNC(OC(C)(C)C)=O)C1CC1)F tert-butyl N-[2-[1-(4-bromo-3-fluoro-2-thienyl)ethyl-cyclopropyl-amino]ethyl]carbamate